C(#N)[C@H](C[C@@H]1C(NCCC1)=O)NC(=O)[C@H]1N([C@@H]2CC([C@H]1CC2)(F)F)C([C@@H](CC2CCC2)NC(C(F)(F)F)=O)=O (1S,3S,4S)-N-[(1S)-1-cyano-2-[(3R)-2-oxo-3-piperidyl]ethyl]-2-[(2R)-3-cyclobutyl-2-[(2,2,2-trifluoroacetyl)amino]propanoyl]-5,5-difluoro-2-azabicyclo[2.2.2]octane-3-carboxamide